FC1=C(COC2=CC=3C[C@@H]4[C@H](C3C=C2)[C@H]4C(=O)O)C=C(C=C1)C=1C(=NC(=CC1)N1CCC(CC1)CS(=O)(=O)C)C (1S,1as,6aR)-4-((2-fluoro-5-(2-methyl-6-(4-((methylsulfonyl)methyl)piperidin-1-yl)pyridine-3-yl)benzyl)oxy)-1,1a,6,6a-tetrahydrocyclopropa[a]indene-1-carboxylic acid